CC1(OB(OC1(C)C)C1=CC=C(C=C1)NC1=CC=C(C=C1)C1=CC=CC=C1)C N-(4-(4,4,5,5-tetramethyl-1,3,2-dioxaborolan-2-yl)phenyl)-[1,1'-biphenyl]-4-amine